ClC1=NC=C(C(=O)NOC)C(=C1)NC1=C(C(=CC=C1)C)N(S(=O)(=O)C)C 6-chloro-N-methoxy-4-((3-methyl-2-(N-methylmethanesulfonamido)phenyl)amino)nicotinamide